(S)-4-((3-fluoro-4-methoxybenzyl)(2-hydroxy-2-(6,8-dioxa-2-azaspiro[3.5]nonan-7-yl)ethyl)amino)benzonitrile FC=1C=C(CN(C2=CC=C(C#N)C=C2)C[C@@H](C2OCC3(CNC3)CO2)O)C=CC1OC